C=1(C(=CC=CC1)C(=O)OC1CCCCC1)C 3-cyclohexyl toluate